1,8-Diaza-pyren N1=CC=C2C=CC3=CC=NC4=CC=C1C2=C34